5-(((2-fluoro-4-(5-(1-(naphthalen-1-yl)ethyl)-1,2,4-oxadiazol-3-yl)phenyl)amino)methyl)thiophene-2-carboxylic acid FC1=C(C=CC(=C1)C1=NOC(=N1)C(C)C1=CC=CC2=CC=CC=C12)NCC1=CC=C(S1)C(=O)O